C(CCC)OC1=CC=C(CN(CC)CC)C=C1 N-(4-butoxybenzyl)-N-ethylethylamine